2-(4-bromo-2,6-dimethylphenyl)-5-morpholino-2,6-dihydro-7H-[1,2,3]triazolo[4,5-d]pyrimidine-7-thione BrC1=CC(=C(C(=C1)C)N1N=C2C(N=C(NC2=S)N2CCOCC2)=N1)C